(E)-4-(3-((4-chlorobenzyl) amino)-3-oxoprop-1-en-1-yl)-2-methoxyphenyl isobutyrate C(C(C)C)(=O)OC1=C(C=C(C=C1)\C=C\C(=O)NCC1=CC=C(C=C1)Cl)OC